C(C)(C)(C)OC(=O)N1CCN(CC1)CC1=C(C(=C(C=C1)C)F)C#CC(C(=O)OCC)(C)C 4-(2-(4-ethoxy-3,3-dimethyl-4-oxobut-1-yn-1-yl)-3-fluoro-4-methylbenzyl)piperazine-1-carboxylic acid tert-butyl ester